C1(CC1)N1N=CC=C1C(=O)N[C@H](C=1N=C2N(N=C(C=C2)CC2C(NC[C@@H](C2)C(F)(F)F)=O)C1)C1CCC(CC1)(F)F 1-cyclopropyl-N-((1S)-(4,4-difluorocyclohexyl)(6-(((5R)-2-oxo-5-(trifluoromethyl)piperidin-3-yl)methyl)imidazo[1,2-b]pyridazin-2-yl)methyl)-1H-pyrazole-5-carboxamide